OC1=C(C=CC=C1)CC#N 2-(2-hydroxyphenyl)acetonitrile